(4S,4aR,7aS)-6-(5-(6-isopropyl-2-methoxypyridin-3-yl)imidazo[2,1-b][1,3,4]thiadiazol-2-yl)octahydropyrano[2,3-c]pyrrol-4-amine C(C)(C)C1=CC=C(C(=N1)OC)C1=CN=C2SC(=NN21)N2C[C@@H]1[C@H](C2)[C@H](CCO1)N